C(C)(C)C=1SC(=C(N1)C1=CC=CC=C1)OC1=CC(=NC=C1)NC1=CC=CC(=N1)C(=O)N 6-((4-((2-Isopropyl-4-phenylthiazol-5-yl)oxy)pyridin-2-yl)amino)picolinamide